FC=1C=NC=CC1[C@H](O)C12CCC(CC1)(N2)C (S)-(3-Fluoropyridin-4-yl)(4-methyl-7-azabicyclo[2.2.1]heptan-1-yl)-methanol